C(#C)C1(CNC([O-])=O)CC=C(C=C1)F 1-ethynyl-4-fluorobenzylcarbamate